(S)-9-amino-7-fluoro-2-methyl-1,2,3,4-tetrahydro-5H-benzo[e][1,4]diazepin-5-one NC1=CC(=CC2=C1N[C@H](CNC2=O)C)F